C1C[C@@H](C2=CC=CC=C2C1)N (S)-(+)-1,2,3,4-tetrahydro-1-naphthylamine